N,N'-{(4-benzyl-1,4,8-triazacycloundecane-1,8-diyl)bis[methylene(2-hydroxy-5-methyl-3,1-phenylene)]}bis[3-hydroxy-2-(hydroxymethyl)propanamide] C(C1=CC=CC=C1)N1CCN(CCCN(CCC1)CC=1C(=C(C=C(C1)C)NC(C(CO)CO)=O)O)CC=1C(=C(C=C(C1)C)NC(C(CO)CO)=O)O